CN1CC2=C(CC1)N=C(S2)N 5-methyl-4,5,6,7-tetrahydro-thiazolo[5,4-c]pyridin-2-amine